6-(1-methyl-6-isoquinolyl)spiro[4H-1,3-benzodioxine-2,4'-piperidine] 2HCl Cl.Cl.CC1=NC=CC2=CC(=CC=C12)C1=CC2=C(OC3(CCNCC3)OC2)C=C1